2-(4-chlorophenoxy)butyric acid ClC1=CC=C(OC(C(=O)O)CC)C=C1